chlorourea acetate C(C)(=O)O.ClNC(=O)N